2-amino-2-(3,3-difluorocyclobutyl)acetic acid NC(C(=O)O)C1CC(C1)(F)F